ethyl 2-(3,5-dichloro-2-fluoro-4-(2-fluoro-3-(4-fluorobenzyl)-4-hydroxybenzyl)phenoxy)acetate ClC=1C(=C(OCC(=O)OCC)C=C(C1CC1=C(C(=C(C=C1)O)CC1=CC=C(C=C1)F)F)Cl)F